(6-(4-(1-(2,3-dihydrobenzofuran-6-yl)ethyl)piperazin-1-yl)pyridin-3-yl)(ethyl)(imino)-λ6-sulfanone O1CCC2=C1C=C(C=C2)C(C)N2CCN(CC2)C2=CC=C(C=N2)S(=O)(=N)CC